(S)-6-chloro-8-fluoro-1,2,3,4-tetrahydronaphthalen-2-amine phosphate P(=O)(O)(O)O.ClC=1C=C2CC[C@@H](CC2=C(C1)F)N